C(#N)C[C@@H]1N(CCN(C1)C=1C2=C(N=C(N1)OC[C@H]1N(CCC1)C)CN(CC2)C2=C(C(=CC=C2C)F)C)C(=O)OC(C)(C)C tert-butyl (2S)-2-(cyanomethyl)-4-[7-(3-fluoro-2,6-dimethyl-phenyl)-2-[[(2S)-1-methylpyrrolidin-2-yl]methoxy]-6,8-dihydro-5H-pyrido[3,4-d]pyrimidin-4-yl]piperazine-1-carboxylate